4-[4-[2-[4-[(3R,5R)-5-[(3-Bromo-4-oxo-pyrido[1,2-a]pyrimidin-2-yl)amino]-1-methyl-3-piperidyl]phenoxy]ethyl]piperazin-1-yl]-2-(2,6-dioxo-3-piperidyl)isoindoline-1,3-dione BrC1=C(N=C2N(C1=O)C=CC=C2)N[C@@H]2C[C@@H](CN(C2)C)C2=CC=C(OCCN1CCN(CC1)C1=C3C(N(C(C3=CC=C1)=O)C1C(NC(CC1)=O)=O)=O)C=C2